1,3-propanediol-d6 C(C(C(O)([2H])[2H])([2H])[2H])(O)([2H])[2H]